(1S,3S)-methyl-3-((2-(5-fluoro-3-(((4-isopropylpyrimidin-2-yl)amino)methyl)thiophen-2-yl)-4-methylpyrimidin-5-yl)oxy)cyclohexanecarboxylate COC(=O)[C@@H]1C[C@H](CCC1)OC=1C(=NC(=NC1)C=1SC(=CC1CNC1=NC=CC(=N1)C(C)C)F)C